5'-cyano-2-oxospiro[indoline-3,3'-pyrrolidin] C(#N)C1CC2(CN1)C(NC1=CC=CC=C12)=O